6-(2-chlorophenyl)-5-imino-N-[4-(4-methylpiperazin-1-yl)phenyl]-5,6-dihydroimidazo[1,2-a]pyrimido[5,4-e]pyrimidin-2-amine ClC1=C(C=CC=C1)N1C=2N(C3=C(C1=N)C=NC(=N3)NC3=CC=C(C=C3)N3CCN(CC3)C)C=CN2